N-(5-((4-ethylpiperazin-1-yl)methyl)pyridin-2-yl)-4-(2-isopropyl-4-methylthiazol-5-yl)pyrimidin-2-amine C(C)N1CCN(CC1)CC=1C=CC(=NC1)NC1=NC=CC(=N1)C1=C(N=C(S1)C(C)C)C